N-(4-chlorophenyl)-2-oxo-1-[2-(2,2,2-trifluoroethoxy)phenyl]-1,2-dihydropyridine-3-carboxamide ClC1=CC=C(C=C1)NC(=O)C=1C(N(C=CC1)C1=C(C=CC=C1)OCC(F)(F)F)=O